CC(C)(C)C=1C=C(CN2C(N(C(N(C2=O)CC2=CC(=C(C(=C2)C(C)(C)C)O)C(C)(C)C)=O)CC2=CC(=C(C(=C2)C(C)(C)C)O)C(C)(C)C)=O)C=C(C1O)C(C)(C)C 1,3,5-tris[3,5-di(1,1-dimethylethyl)4-hydroxybenzyl]-1H,3H,5H-1,3,5-triazine-2,4,6-trione